ClC1=NC2=C(C=C(C(=C2C(=N1)N1C[C@H]2CC[C@@H](C1)N2C(=O)OC(C)(C)C)Cl)F)F tertbutyl (1R,5S)-3-(2,5-dichloro-6,8-difluoroquinazolin-4-yl)-3,8-diazabicyclo[3.2.1]octane-8-carboxylate